CN1N=CC(=C1)C=1C(=NC=CN1)N (1-methyl-1H-pyrazol-4-yl)pyrazin-2-amine